(8R,9S,10S,13S,14S)-10-(methoxymethyl)-13-methyl-7,8,9,10,11,12,13,14,15,16-decahydro-1H-cyclopenta[a]phenanthrene-3,17(2H,4H)-dione COC[C@]12[C@H]3CC[C@@]4(C(CC[C@H]4[C@@H]3CC=C2CC(CC1)=O)=O)C